thiadiazazine S1NN=NC=C1